C(#N)C=1C(N(C2=CC=CC=C2C1N1CCC(CC1)C=1C=C2C(=CC(=NC2=CC1)C)C#N)C)=O 6-[1-(3-cyano-1-methyl-2-oxo-1,2-dihydroquinolin-4-yl)piperidin-4-yl]-2-methylquinoline-4-carbonitrile